O1CCN(CC1)C1=C2C=C(NC2=NC=N1)C1=CC=C(C=C1)N1C(NC2(C1=O)CCNCC2)=O 3-[p-(4-morpholino-1H-1,5,7-triazainden-2-yl)phenyl]-1,3,8-triaza-2,4-spiro[4.5]decanedione